Cl.CN(C)[C@H](C1=CC=CC=C1)CCOC1=CC2=CC=CC=C2C=C1 (S)-N,N-dimethyl-alpha-[2-(2-naphthoxy)ethyl]benzylamine hydrochloride